(2S)-2-((difluoromethoxy)methyl)-5-(4-(trifluoromethyl)phenyl)piperidine-1-carboxylic acid tert-butyl ester C(C)(C)(C)OC(=O)N1[C@@H](CCC(C1)C1=CC=C(C=C1)C(F)(F)F)COC(F)F